N-(4-aminobutyl)-4-(((3r,4r)-1-(2-cyanoacetyl)-4-methylpiperidin-3-yl)(methyl)amino)-7H-pyrrolo[2,3-d]pyrimidine-7-carboxamide hydrochloride Cl.NCCCCNC(=O)N1C=CC2=C1N=CN=C2N(C)[C@H]2CN(CC[C@H]2C)C(CC#N)=O